methyl 8-(difluoro(naphthalen-1-yl)methyl)-2-(4-methoxybenzyl)-6-oxo-9-(3-(trifluoromethyl)phenyl)-3,4-dihydro-2H,6H-pyrido[1,2-e][1,2,5]thiadiazine-4-carboxylate 1,1-dioxide FC(C=1C(=C2N(C(CN(S2(=O)=O)CC2=CC=C(C=C2)OC)C(=O)OC)C(C1)=O)C1=CC(=CC=C1)C(F)(F)F)(C1=CC=CC2=CC=CC=C12)F